2-(2-methyl-5-nitro-1H-imidazol-1-yl)-ethyl-(2,2,2-trichloro-1-(6-chloro-1H-pyrazolo[3,4-d]pyrimidin-1-yl)-ethyl)-carbamate CC=1N(C(=CN1)[N+](=O)[O-])CCN(C([O-])=O)C(C(Cl)(Cl)Cl)N1N=CC=2C1=NC(=NC2)Cl